2-(1-methyl-1H-pyrazol-4-yl)pyridine CN1N=CC(=C1)C1=NC=CC=C1